α-L-guloUronic acid O[C@H]1[C@@H](O)[C@@H](O)[C@H](O)[C@@H](O1)C(=O)O